5-bromo-2-(4-{[(3R)-1-ethylpiperidin-3-yl]amino}pyrrolo[1,2-d][1,2,4]triazin-1-yl)phenol formate C(=O)OC1=C(C=CC(=C1)Br)C=1C=2N(C(=NN1)N[C@H]1CN(CCC1)CC)C=CC2